CC(C=C)CC 3,4-dimethylbutene